(S)-1-((5-(4-(but-3-en-1-yloxy)imidazo[2,1-f][1,2,4]triazin-2-yl)-6-methoxypyridin-3-yl)methyl)-3-(7,7-difluorooct-1-en-4-yl)-1-ethylurea C(CC=C)OC1=NC(=NN2C1=NC=C2)C=2C=C(C=NC2OC)CN(C(=O)N[C@H](CC=C)CCC(C)(F)F)CC